CN(C)CC(CC(=O)[O-])N(C)C 3-dimethylaminomethyl-3-dimethylaminopropionate